C(C1=CC=CC=C1)N1[C@@H](CN(CC1)C(=O)OC(C)(C)C)C=1C(=NC(=NC1C1=C(C=CC=C1C)C)NS(=O)(=O)C1=CC=C(C(=O)O)C=C1)OC 4-[[(2R)-1-Benzyl-4-tert-butoxycarbonyl-piperazin-2-yl[methoxy]-6-(2,6-dimethylphenyl)pyrimidin-2-yl]sulfamoyl]benzoic acid